methyl 2-({8-bromo-3-oxo-1H,2H,3H-benzo[e]isoindol-2-yl}methyl)prop-2-enoate BrC=1C=CC2=C(C=3CN(C(C3C=C2)=O)CC(C(=O)OC)=C)C1